7-[(cyanomethyl)(methyl)amino]-1-methyl-4-[4-(5-methyl-1,3-benzoxazol-2-yl)piperidin-1-yl]-2-oxo-1,2-dihydroquinoline-3-carboxamide C(#N)CN(C1=CC=C2C(=C(C(N(C2=C1)C)=O)C(=O)N)N1CCC(CC1)C=1OC2=C(N1)C=C(C=C2)C)C